C(CCCCCCC)C1=NOC(=N1)CC(C(=O)OCCC(=O)OC(C)(C)C)=C 3-(tert-butoxy)-3-oxopropyl 2-((3-octyl-1,2,4-oxadiazol-5-yl)methyl)acrylate